monoisopropylideneglycerol C(C)(C)=C(O)C(O)CO